ClC1=CC(=C(C=C1Cl)NC(=O)N1C2CC(C1C(C1=C2C=CC=C1)=O)(F)F)F N-(4,5-dichloro-2-fluorophenyl)-7,7-difluoro-9-oxo-6,7,8,9-tetrahydro-5H-5,8-epiminobenzo[7]annulene-10-carboxamide